3-((4-((6,7-dimethoxyquinolin-4-yl)oxy)-3-fluorophenyl)amino)-N-ethyl-1-methyl-1H-pyrazole-4-carboxamide COC=1C=C2C(=CC=NC2=CC1OC)OC1=C(C=C(C=C1)NC1=NN(C=C1C(=O)NCC)C)F